ethyl (S)-2-(tert-butoxy)-2-(7-(4-chlorophenyl)-5-methyl-2-(1-methyl-3-(4-methylpiperazin-1-yl)-1H-pyrrolo[2,3-b]pyridin-5-yl)benzo[d]thiazol-6-yl)acetate C(C)(C)(C)O[C@H](C(=O)OCC)C1=C(C2=C(N=C(S2)C=2C=C3C(=NC2)N(C=C3N3CCN(CC3)C)C)C=C1C)C1=CC=C(C=C1)Cl